BrC1=CC(=[N+](C=C1)[O-])OC(F)F 4-Bromo-2-(difluoromethoxy)pyridine 1-oxide